(2S,4R)-1-[(2R)-2-[(1-fluorocyclopropanecarbonyl)amino]-3,3-dimethyl-butanoyl]-4-hydroxy-N-[[2-hydroxy-4-(4-methylthiazol-5-yl)phenyl]methyl]pyrrolidine-2-carboxamide FC1(CC1)C(=O)N[C@@H](C(=O)N1[C@@H](C[C@H](C1)O)C(=O)NCC1=C(C=C(C=C1)C1=C(N=CS1)C)O)C(C)(C)C